C1(=CC=CC=C1)N1N=NC2=C1C=CC=C2 phenyl-1H-1,2,3-benzotriazole